(2R,3R)-2,3-bis[(4-methylbenzoyl)oxy]butanedioic acid hydrate O.CC1=CC=C(C(=O)O[C@@H](C(=O)O)[C@H](C(=O)O)OC(C2=CC=C(C=C2)C)=O)C=C1